COC=1N=CC(=NC1)NC(NC=1N=CSC1C(=O)OCC)=S Ethyl 4-(3-(5-methoxypyrazine-2-yl)thioureido)thiazole-5-carboxylate